(S)-3-hydroxy-1-((5-(2-((2-(trifluoromethyl)pyrido[2,3-d]pyrimidin-4-yl)thio)acetyl)thiophen-2-yl)methyl)pyrrolidin-2-one O[C@@H]1C(N(CC1)CC=1SC(=CC1)C(CSC=1C2=C(N=C(N1)C(F)(F)F)N=CC=C2)=O)=O